C(C1=CC=CC=C1)OCC(C(=O)O)(CC1=CC(=CC=C1)Br)[C@@H]1CN(CC1)C(=O)OC(C)(C)C 2-(Benzyl-oxymethyl)-3-(3-bromophenyl)-2-[(3R)-1-tert-butoxycarbonyl-pyrrolidin-3-yl]propanoic acid